N-(4-methyl-3-((7-(methylthio)pyrimido[4,5-d]pyrimidin-4-yl)amino)phenyl)-4-(trifluoromethyl)benzamide CC1=C(C=C(C=C1)NC(C1=CC=C(C=C1)C(F)(F)F)=O)NC1=NC=NC2=NC(=NC=C21)SC